F[C@@H]1COCC[C@@H]1NC1=NN2C(C=NC(=C2OC(C)C)C=2C=NNC2)=N1 N-((3S,4S)-3-Fluorotetrahydro-2H-pyran-4-yl)-5-isopropoxy-6-(1H-pyrazol-4-yl)-[1,2,4]triazolo[1,5-a]pyrazin-2-amine